FC=1C=C(CNC2=CC=CC=3N(C(N(C32)C)=O)C3C(NC(CC3)=O)=O)C=CC1CN1CCCCC1 3-(4-((3-fluoro-4-(piperidin-1-ylmethyl)benzyl)amino)-3-methyl-2-oxo-2,3-dihydro-1H-benzo[d]imidazol-1-yl)piperidine-2,6-dione